C(C)(=O)C1=CC=C2C(=CC=NC2=C1)C(=O)OC methyl 7-acetylquinoline-4-carboxylate